COC1=CC=C2C=CNC(C2=C1OC)=O 7,8-Dimethoxyisoquinolin-1(2H)-one